(1s,4s)-4-(3-chloroanilino)-2'-(4-methoxy-2-methylphenyl)spiro[cyclohexane-1,1'-indene]-4-carboxylic acid ClC=1C=C(NC2(CCC3(C(=CC4=CC=CC=C34)C3=C(C=C(C=C3)OC)C)CC2)C(=O)O)C=CC1